(S)-N-(1-cyanocyclopropyl)-2-(((S)-1-(8-(4-methyl-1H-imidazol-5-yl)dibenzo[b,d]furan-3-yl)-2,2,2-trifluoroethyl)amino)-4-methylpentanamide C(#N)C1(CC1)NC([C@H](CC(C)C)N[C@H](C(F)(F)F)C=1C=CC2=C(OC3=C2C=C(C=C3)C3=C(N=CN3)C)C1)=O